C(C)[Si](O[Si](C)(C)C)(O[Si](C)(C)C)C 3-ethyl-1,1,1,3,5,5,5-heptamethyl-trisiloxane